FC(C(=O)O)(F)F.CC1=CN=C2N1C=C(C=C2)C2=CN=CC(=N2)C(=O)N 6-(3-methylimidazo[1,2-a]pyridin-6-yl)pyrazine-2-carboxamide 2,2,2-trifluoroacetate